C1(CC1)C1=NC(=CC(=C1)C=1NC2=CC=C(C=C2C1C(C)C)C1CCN(CC1)C(CNC)=O)C 1-(4-(2-(2-cyclopropyl-6-methylpyridin-4-yl)-3-isopropyl-1H-indol-5-yl)piperidin-1-yl)-2-(methylamino)ethanone